2-(3-(2-(4-(2-(2,6-dioxopiperidin-3-yl)-1,3-dioxoisoindolin-4-yl)piperazin-1-yl)ethoxy)phenyl)-N-(5-methyl-4-(1-(2-methylbenzoyl)indolin-5-yl)thiazol-2-yl)acetamide O=C1NC(CCC1N1C(C2=CC=CC(=C2C1=O)N1CCN(CC1)CCOC=1C=C(C=CC1)CC(=O)NC=1SC(=C(N1)C=1C=C2CCN(C2=CC1)C(C1=C(C=CC=C1)C)=O)C)=O)=O